2-(1,1-Difluoroethyl)-6-methylpyrimidin-4-amine FC(C)(F)C1=NC(=CC(=N1)N)C